C(CCC)N(CCCC)C1=C(C=CC=C1)O N,N-dibutyl-aminophenol